COC1=CC=C(CN(C2=NC(=CC=3N2N=C(N3)NCC3=NC=CC=C3C)C=3C(=C(C#N)C=CC3)F)CC3=CC=C(C=C3)OC)C=C1 3-(5-(bis(4-methoxybenzyl)amino)-2-(((3-methylpyridin-2-yl)methyl)amino)-[1,2,4]triazolo[1,5-c]pyrimidin-7-yl)-2-fluorobenzonitrile